N-[(1S)-2-[4-(2,4-dimethylpyrazol-3-yl)anilino]-1-[(1R)-6-(1-isopropyl-5-methyl-6-oxo-3-pyridyl)indan-1-yl]-2-oxo-ethyl]-1-fluoro-cyclopropanecarboxamide CN1N=CC(=C1C1=CC=C(NC([C@H]([C@@H]2CCC3=CC=C(C=C23)C2=CN(C(C(=C2)C)=O)C(C)C)NC(=O)C2(CC2)F)=O)C=C1)C